ClC=1C(=CC(=C(C1)NC1=NC(=NC=C1)NC=1C(=CC(=C(C1)NC(C=C)=O)N1[C@H](CC1)CN(C)C)OC)C(C)(C)O)F (R)-N-(5-(4-(5-chloro-4-fluoro-2-(2-hydroxypropan-2-yl)phenylamino)pyrimidin-2-ylamino)-2-(2-((dimethylamino)methyl)azetidin-1-yl)-4-methoxyphenyl)acrylamide